5-hydroxy-1-methyl-3-((2-(trimethylsilyl)ethoxy)methyl)-1,3-dihydro-2H-benzo[d]imidazol-2-one OC1=CC2=C(N(C(N2COCC[Si](C)(C)C)=O)C)C=C1